[(3R)-1-[2-(difluoromethyl)-6-{1-methyl-5-[(2-oxo-5-propyl-1,2-dihydropyridin-1-yl)methyl]-1H-1,2,3-triazol-4-yl}pyridin-3-yl]piperidin-3-yl]acetate FC(C1=NC(=CC=C1N1C[C@H](CCC1)CC(=O)[O-])C=1N=NN(C1CN1C(C=CC(=C1)CCC)=O)C)F